C(C)C(CCC(=O)Cl)N(C)C 1-ethyl-(3-dimethylaminopropyl)carbonyl chloride